COC1=NC=C(C#N)C(=C1)C 6-methoxy-4-methyl-nicotinnitrile